CC1=C(C(=O)OC)C=CC(=C1)C=1C=NN2C1C=CC(=C2)C2CCOCC2 methyl 2-methyl-4-(6-(tetrahydro-2H-pyran-4-yl)pyrazolo[1,5-a]pyridin-3-yl)benzoate